4,7-dichloro-6-(4-((1-methylpiperidin-4-yl)oxy)phenyl)-2H-indazole ClC=1C2=CNN=C2C(=C(C1)C1=CC=C(C=C1)OC1CCN(CC1)C)Cl